FC1(CN(CCC1)CC[C@@H](C(=O)O)N(C)C(=O)OCC1C2=CC=CC=C2C=2C=CC=CC12)F (2S)-4-(3,3-difluoropiperidin-1-yl)-2-[9H-fluoren-9-yl-methoxycarbonyl-(methyl)amino]butanoic acid